4-chloro-2-((2,4-dichlorophenylimino)-methyl)phenyl isobutyrate C(C(C)C)(=O)OC1=C(C=C(C=C1)Cl)C=NC1=C(C=C(C=C1)Cl)Cl